N1-(4-amino-1,3-dihydrofuro[3,4-c]pyridin-7-yl)-N2-(1-(benzo[d]thiazol-5-yl)ethyl)-N2-(cyclopropylmethyl)oxalamide NC1=NC=C(C2=C1COC2)NC(C(=O)N(CC2CC2)C(C)C=2C=CC1=C(N=CS1)C2)=O